di(acryloxyethyl)-trimethylhexamethylenediurethane C(C=C)(=O)OCCC(OC(NCCCCCCN(C(=O)OC(C)(C)C)C)=O)(C)CCOC(C=C)=O